(R-Z)-6,10,14-trimethylpentadec-5-en-2-one C/C(=C/CCC(C)=O)/CCC[C@@H](CCCC(C)C)C